6-((2R,3S)-2-amino-3-fluorobutyl)-2-chloro-7-(cyclopropylethynyl)-N-(furan-2-ylmethyl)pyrrolo[2,1-f][1,2,4]triazin-4-amine N[C@H](CC=1C=C2C(=NC(=NN2C1C#CC1CC1)Cl)NCC=1OC=CC1)[C@H](C)F